4-((5-Amino-1-((6-(2-cyanovinyl)naphthalen-1-yl)sulfonyl)-1H-1,2,4-triazol-3-yl)amino)-2-ethynylbenzonitrile NC1=NC(=NN1S(=O)(=O)C1=CC=CC2=CC(=CC=C12)C=CC#N)NC1=CC(=C(C#N)C=C1)C#C